[C@H](C)(CC)NC(C(=O)C=1N2CCCC2=C(C1Cl)C(=O)NC=1C=NC(=C(C1)C)F)=O (S)-5-(2-(sec-butylamino)-2-oxoacetyl)-6-chloro-N-(6-fluoro-5-methylpyridin-3-yl)-2,3-dihydro-1H-pyrrolizine-7-carboxamide